8-Dibenzofuran-4-yl-2-morpholin-4-ylchromen-4-one C1=CC=C(C=2OC3=C(C21)C=CC=C3)C=3C=CC=C2C(C=C(OC32)N3CCOCC3)=O